C(CCCCCCC\C=C/CCCCCCCC)(=O)OC(C[N+](C)(C)C)COC(CCCCCCC\C=C/CCCCCCCC)=O 2,3-di(oleoyloxy)propyl-trimethyl-ammonium